OCCCCC(=O)N1CCC(CC1)N1N=CC(=C1)C1=NC2=CC=CC=C2N=C1 5-hydroxy-1-(4-(4-(quinoxalin-2-yl)-1H-pyrazol-1-yl)piperidin-1-yl)pentan-1-one